6-(2-chloro-6-fluorophenyl)-2-{[2'-(cyclopropylcarbonyl)-2',3'-dihydro-1'H-spiro[cyclopropane-1,4'-isoquinolin]-7'-yl]amino}imidazo[1,2-a]pyrimido[5,4-e]pyrimidin-5(6H)-one ClC1=C(C(=CC=C1)F)N1C=2N(C3=C(C1=O)C=NC(=N3)NC3=CC=C1C4(CN(CC1=C3)C(=O)C3CC3)CC4)C=CN2